(1R,3S)-3-{5-[(3-methyl-2-oxobenzo[d][1,3]oxazol-6-yl)amino]-2H-pyrazol-3-yl}cyclopentyl [(4-nitrophenyl)oxy]methanoate [N+](=O)([O-])C1=CC=C(C=C1)OC(=O)O[C@H]1C[C@H](CC1)C=1NN=C(C1)NC1=CC2=C(N(C(O2)=O)C)C=C1